C(C)C1(OCC2=C1N=C(N=C2)C(=O)N)C 7-ethyl-7-methyl-5,7-dihydrofuro[3,4-d]Pyrimidine-2-carboxamide